2-(2-chloro-4-(6-((4-cyano-2-fluorobenzyl)oxy)-5-fluoropyridin-2-yl)-5-fluorobenzyl)-1-(4,4-dimethyltetrahydrofuran-3-yl)-1H-benzo[d]imidazole-6-carboxylic acid ClC1=C(CC2=NC3=C(N2C2COCC2(C)C)C=C(C=C3)C(=O)O)C=C(C(=C1)C1=NC(=C(C=C1)F)OCC1=C(C=C(C=C1)C#N)F)F